C(C)(C)(C)CC1=CC=NC=C1CC(C)(C)C 4,5-bis(tert-butyl-methyl)pyridine